8-(4-chloro-2-fluoro-phenyl)-6-[3,3-dimethyl-4-(1-methylpyrazol-4-yl)pyrrolidino]-2,3-dimethyl-pyrimido[5,4-d]pyrimidin-4-one ClC1=CC(=C(C=C1)C1=NC(=NC2=C1N=C(N(C2=O)C)C)N2CC(C(C2)C=2C=NN(C2)C)(C)C)F